CN(C)CC=1C=NC(=NC1)N1CCC(CC1)N1C=CN(C2=CC=CC=C12)C 1-(1-(5-((dimethylamino)methyl)pyrimidin-2-yl)piperidin-4-yl)-4-methyl-1,4-dihydroquinoxaline